pentaerythritol tetra-(3-mercapto propionate) SCCC(=O)OCC(COC(CCS)=O)(COC(CCS)=O)COC(CCS)=O